OC(=O)C(F)(F)F.C1OCC12CO[C@@H](CNC2)CO (S)-(2,6-dioxa-9-azaspiro[3.6]decan-7-yl)methanol TFA salt